1-benzyl-3-(trifluoromethyl)pyrrolidine-3-carbaldehyde C(C1=CC=CC=C1)N1CC(CC1)(C=O)C(F)(F)F